C(C)C(COCC1=CC(=CC=C1O)C)CCCC 6-[(2-ethylhexyloxy)methyl]-4-methylphenol